BrC1=CC=C(C=C1)C1=CC=2C(C3=CC=CC=C3C2C=C1)(C)C 2-(4-bromophenyl)-9,9-dimethyl-9H-fluorene